(S)-3-methyl-3-((1-(methylsulfonyl)-2-(p-tolyl)-1H-indol-3-yl)methyl)-2,3-dihydro-1H-inden-1-one C[C@@]1(CC(C2=CC=CC=C12)=O)CC1=C(N(C2=CC=CC=C12)S(=O)(=O)C)C1=CC=C(C=C1)C